2,2,4-Triethyl-1,3-Pentanediyl Dibenzoate C(C1=CC=CC=C1)(=O)OCC(C(C(C)CC)OC(C1=CC=CC=C1)=O)(CC)CC